C(C)(OC(C(C=O)C)CC)=S 2-METHYL-1-OXOPENTAN-3-YL ETHANETHIOATE